6-Morpholin-4-yl-N-phenethyl-N1-phenyl-[1,3,5]triazine-2,4-diamine N1(CCOCC1)C1=NC(=NC(N1C1=CC=CC=C1)NCCC1=CC=CC=C1)N